ethyl 2-amino-4-methylthiazole-5-carboxylate NC=1SC(=C(N1)C)C(=O)OCC